C1(=CC=CC=C1)C1=NC(=NO1)C1CNCCO1 2-(5-phenyl-1,2,4-oxadiazol-3-yl)morpholine